4-(4-carboxyphenyl)-2-chlorobenzoic acid C(=O)(O)C1=CC=C(C=C1)C1=CC(=C(C(=O)O)C=C1)Cl